C(C)(C)(C)OC(=O)N1C[C@@H](CC1)COC1=C(C=C2C(=NC=NC2=C1)C1=CC=C(C=C1)NC(CC1=CC=C(C=C1)C(F)(F)F)=O)OC.C[Si](C)(C)C[Ni]C[Si](C)(C)C bis(trimethylsilylmethyl)nickel tert-butyl-(R)-3-(((6-methoxy-4-(4-(2-(4-(trifluoromethyl)phenyl)acetamido)phenyl)quinazolin-7-yl)oxy)methyl)pyrrolidine-1-carboxylate